tert-butyl 4-(trifluoromethylsulfonyloxy)-3,6-dihydro-2H-pyridine-1-carboxylate FC(S(=O)(=O)OC=1CCN(CC1)C(=O)OC(C)(C)C)(F)F